2-Chloro-N-(3,4-dimethylisoxazol-5-yl)pyridine-3-sulfonamide ClC1=NC=CC=C1S(=O)(=O)NC1=C(C(=NO1)C)C